2-[(1R)-1-bromoethyl]pyridine Br[C@H](C)C1=NC=CC=C1